NC(CN(C(C(C)(C)C)=O)CC1=C(CN(C(OC(C)(C)C)=O)C)C=CC=C1)=O tert-Butyl (2-((N-(2-amino-2-oxoethyl)pivalamido)methyl)benzyl)(methyl)carbamate